tert-butyl 2-(2-chloro-3'-(7-cyano-5-formylbenzo[d]oxazol-2-yl)-2'-methylbiphenyl-3-ylcarbamoyl)-1-methyl-4,6-dihydropyrrolo[3,4-d]imidazole-5(1H)-carboxylate ClC1=C(C=CC=C1NC(=O)C1=NC2=C(N1C)CN(C2)C(=O)OC(C)(C)C)C2=C(C(=CC=C2)C=2OC1=C(N2)C=C(C=C1C#N)C=O)C